BrC=1C=C2C(=NC=NC2=CC1)N1CCN(CC1)C 6-bromo-4-(4-methylpiperazin-1-yl)quinazoline